2-(2-bromo-5-cyanophenyl)-3-methylimidazole-4-carbonitrile BrC1=C(C=C(C=C1)C#N)C1=NC=C(N1C)C#N